P(=O)(=O)C1=PC=CC=C1 phospho(Phosphorine)